4-(3-(3-bromo-2-chlorophenoxy)propyl)piperidine BrC=1C(=C(OCCCC2CCNCC2)C=CC1)Cl